C(OC(C)(C)C)(OC[C@@H]1C=C[C@@H](C1)N1C2=NC(=NC(=C2N=C1)Cl)N)=O tert-butyl [(1S,4R)-4-(2-amino-6-chloro-purin-9-yl)cyclopent-2-en-1-yl]methyl carbonate